COC=1C=C(C=CC1N1CCOCC1)NC1=NC=C(C(=N1)N1OCCC1C1=CC=CC=C1)C(F)(F)F N-(3-methoxy-4-morpholinophenyl)-4-(3-phenylisooxazolidin-2-yl)-5-(trifluoromethyl)pyrimidin-2-amine